4,4'-trimethylenedipiperidine tert-butyl-7-(4-chloro-2-fluorophenyl)-2,7-diazaspiro[4.4]nonane-2-carboxylate C(C)(C)(C)OC(=O)N1CC2(CC1)CN(CC2)C2=C(C=C(C=C2)Cl)F.N2CCC(CC2)CCCC2CCNCC2